1-(azetidin-3-yl)-4-(2,3-dichloro-6-hydroxyphenyl)-3-methylpyrrolidin-2-one N1CC(C1)N1C(C(C(C1)C1=C(C(=CC=C1O)Cl)Cl)C)=O